CC1=NOC(=C1)N 3-methyl-1,2-oxazol-5-amine